4-(7-(4-(trifluorometh-yl)phenoxy)-1,2,3,4-tetrahydroisoquinoline-2-carbonyl)benzene-sulfonamide FC(C1=CC=C(OC2=CC=C3CCN(CC3=C2)C(=O)C2=CC=C(C=C2)S(=O)(=O)N)C=C1)(F)F